C[C@@H]1COCCOCCN2N=CC(C3=NN(C=4C=CC(O1)=CC34)C3OCCCC3)=C2 (13R)-13-methyl-19-(oxan-2-yl)-8,11,14-trioxa-4,5,19,20-tetraazatetracyclo[13.5.2.12,5.018,21]tricosa-1(20),2(23),3,15(22),16,18(21)-hexaene